carbonylammonium C(=O)=[NH2+]